Cl.NCCOC(C(C)C1=CC=CC=C1)=O 2-phenylpropionic acid 2-aminoethyl ester hydrochloride